1-(tert-butoxycarbonyl)-1H-indazole-6-carboxylic acid C(C)(C)(C)OC(=O)N1N=CC2=CC=C(C=C12)C(=O)O